CNC1=NC=C2C=C(C=NC2=C1)C=1C(=NC=C(C1)[N+](=O)[O-])C N-methyl-3-(2-methyl-5-nitro-3-pyridyl)-1,6-naphthyridin-7-amine